fluorine boron beryllium salt [Be].[B].[F]